(2S)-2-{5-methyl-2-[trans-4-(trifluoromethyl)cyclohexyl]pyrazolo[1,5-a]pyrimidin-7-yl}morpholine CC1=NC=2N(C(=C1)[C@@H]1CNCCO1)N=C(C2)[C@@H]2CC[C@H](CC2)C(F)(F)F